(2-azidoethane-1,1-diyl)dibenzene N(=[N+]=[N-])CC(C1=CC=CC=C1)C1=CC=CC=C1